OCC1=CC=C(OCC=O)C=C1 2-[4-(HYDROXYMETHYL)PHENOXY]ACETALDEHYDE